CN[C@@H]([C@H](O)C)C(=O)O L-N-methylthreonine